1-(2,2-difluoroethyl)cyclohexane-1,3-diamine FC(CC1(CC(CCC1)N)N)F